(2s,5r)-1-(benzyloxymethyl)-2-isopropyl-5-methyl-cyclohexanecarboxylate C(C1=CC=CC=C1)OCC1([C@@H](CC[C@H](C1)C)C(C)C)C(=O)[O-]